FC(OC1=CC=C(C=C1)C(=O)N1CCC(CC1)CCCCNC(=O)C1=CC=2C(=CN=CC2)S1)F N-[4-(1-{[4-(difluoromethoxy)phenyl]carbonyl}piperidin-4-yl)butyl]thieno[2,3-c]pyridine-2-carboxamide